2-(4-aminopiperidin-1-yl)-5-(3-methylimidazo[4,5-b]pyridin-6-yl)pyrimidin-4-yl-2-fluorobenzonitrile NC1CCN(CC1)C1=NC=C(C(=N1)C=1C(=C(C#N)C=CC1)F)C=1C=C2C(=NC1)N(C=N2)C